(E)-N'-(5-bromo-4-fluoropyridin-2-yl)-N,N-dimethyl-methanimidamide BrC=1C(=CC(=NC1)/N=C/N(C)C)F